(3,5-di-t-butyl-4-hydroxy-phenyl) propionate C(CC)(=O)OC1=CC(=C(C(=C1)C(C)(C)C)O)C(C)(C)C